N-(4-ethyl-5-methylthiazol-2-yl)-1-(pyridin-3-ylmethyl)-1H-pyrrole-2-carboxamide C(C)C=1N=C(SC1C)NC(=O)C=1N(C=CC1)CC=1C=NC=CC1